Cl.C[C@@H]1NC[C@H]1NC(OC(C)(C)C)=O tert-butyl ((2S,3R)-2-methylazetidin-3-yl)carbamate hydrochloride salt